C(#N)C1=CC(=C(C=C1)N1CC(N(C2(CC(C2)C(=O)NC2CC(C2)O)C1=O)CC1=CC=C(C=C1)C(F)(F)F)=O)F (2s,4S)-8-(4-cyano-2-fluorophenyl)-N-((1s,3S)-3-hydroxycyclobutyl)-6,9-dioxo-5-(4-(trifluoromethyl)benzyl)-5,8-diazaspiro[3.5]nonane-2-carboxamide